C(C1=CC=CC=C1)OC(C([C@@H](CN1CC[C@@H]2N(CC([C@@H]21)(F)F)C(=O)OC(C)(C)C)O)(C)C)=O |o1:10| (cis)-tert-butyl 4-((S*)-4-(benzyloxy)-2-hydroxy-3,3-dimethyl-4-oxobutyl)-3,3-difluorohexahydropyrrolo[3,2-b]pyrrole-1(2H)-carboxylate